BrC1=CC(=C2C(=N1)C(=NN2)C)Br 5,7-dibromo-3-methyl-1H-pyrazolo[4,3-b]pyridine